1,5-dimethyl-3-phenylquinoxalinone CN1C(C(=NC2=C(C=CC=C12)C)C1=CC=CC=C1)=O